C(C)(C)(C)C1=CC=C(C=C1)C1=CC(=C(N)C(=C1)I)I 4-(4-tert-butylphenyl)-2,6-diiodoaniline